OCC(C)N (hydroxymethyl)-aminoethane